OC=1C(C(OC1C)C)=O 4-Hydroxy-2,5-dimethyl-3-furanone